6-(6-ethynyl-4-methoxypyridin-3-yl)-5-(3-fluoro-4-((4-methylpyrimidin-2-yl)oxy)phenyl)-4,7-dimethyl-7H-pyrrolo[2,3-d]pyrimidine C(#C)C1=CC(=C(C=N1)C1=C(C2=C(N=CN=C2C)N1C)C1=CC(=C(C=C1)OC1=NC=CC(=N1)C)F)OC